FC1=C(C(=CC=C1)F)C(\C=C\C1=CC(=CC=C1)O)=O (E)-1-(2,6-Difluorophenyl)-3-(3-hydroxyphenyl)prop-2-en-1-one